C1(CCCCC1)C1=NC=NC(=C1N)C1CCCCC1 4,6-dicyclohexylpyrimidine-5-amine